CC(CC1=CC(=CC=C1)OCCN1CCN(CC1)C)N methyl-2-{3-[2-(4-methylpiperazin-1-yl)ethoxy]phenyl}ethan-1-amine